2-tert-butyl-4-chloro-5-(1-(2-oxo-4-phenyl-1-oxaspiro[4.5]dec-3-en-3-yl)ethoxy)pyridazin-3(2H)-one C(C)(C)(C)N1N=CC(=C(C1=O)Cl)OC(C)C=1C(OC2(C1C1=CC=CC=C1)CCCCC2)=O